N-(isopropyl)propionamide C(C)(C)NC(CC)=O